4-(4-(7-methoxy-1,9-dimethyl-9H-pyrido[3,4-b]indol-6-yl)piperazine-1-carbonyl)cyclohexan-1-one COC1=C(C=C2C3=C(N(C2=C1)C)C(=NC=C3)C)N3CCN(CC3)C(=O)C3CCC(CC3)=O